tert-Butyl ((E)-4-(((1S,4S)-4-(5-(2-methyl-4-phenoxyphenyl)-4-oxo-4,5-dihydro-3H-1-thia-3,5,8-triazaacenaphthylene-2-carboxamido)cyclohexyl)amino)-4-oxobut-2-en-1-yl)carbamate CC1=C(C=CC(=C1)OC1=CC=CC=C1)N1C(NC2=C(SC=3N=CC=C1C32)C(=O)NC3CCC(CC3)NC(/C=C/CNC(OC(C)(C)C)=O)=O)=O